C(C)(=O)O.C(C)(=O)O.C(C)(=O)O.C(C)(=O)O.C(CCC(CCC(CCC(CCC)N)N)N)N tridecane-1,4,7,10-tetraamine tetraacetate